OP(O)OP(O)O.C(C)(C)(C)C1=C(C(=CC(=C1)C)C(C)(C)C)C(C(C(O)(C1=CC=CC=C1)CCCCCCCC)(CO)CO)O 2,6-di-tert-butyl-4-methylphenyl-octyl-phenyl-pentaerythritol diphosphite